ClC1=C(C(=CC2=CC=CC=C12)SC)B(O)O (1-chloro-3-(methylthio)naphthalen-2-yl)boronic acid